N=1N(N=CC1)C1=C(C=C(C=N1)NC(C1=NC=C(C(=C1)C)C1=C(C=C(C=C1)F)Cl)=O)C(F)(F)F N-(6-(2H-1,2,3-triazol-2-yl)-5-(trifluoromethyl)pyridin-3-yl)-5-(2-chloro-4-fluorophenyl)-4-methylpicolinamide